tert-butyl 4-[8-fluoro-1-[(8-methylimidazo[1,2-b]pyridazin-6-yl)amino]-6-isoquinolyl]piperazine-1-carboxylate FC=1C=C(C=C2C=CN=C(C12)NC=1C=C(C=2N(N1)C=CN2)C)N2CCN(CC2)C(=O)OC(C)(C)C